cyclopent-4-ene-1,3-dione C1(CC(C=C1)=O)=O